COCCOC1=CC=C(C=C1)C1=C(C(=NC(=C1C#N)S)C)C#N 4-[4-(2-methoxyethoxy)phenyl]-2-methyl-6-sulfanyl-pyridine-3,5-dicarbonitrile